(R)-2-methoxy-5-(4-((1-(4-methyl-1-piperazinyl)-3-(methylseleno)-1-oxo-2-propanyl)amino)-6-quinazolinyl)nicotinonitrile COC1=C(C#N)C=C(C=N1)C=1C=C2C(=NC=NC2=CC1)N[C@H](C(=O)N1CCN(CC1)C)C[Se]C